COC1=CC(=C2C=CC=NC2=C1)C1(COC1)NC(C1=C(C=CC(=C1)OC[C@H]1N(CC1)C)C)=O (S)-N-(3-(7-Methoxyquinolin-5-yl)oxetan-3-yl)-2-methyl-5-((1-methylazetidin-2-yl)methoxy)benzamide